C(C=C)N1N(C2=NC(=NC=C2C1=O)NC=1C=CC2=C(N=C(O2)C)C1)C1=NC(=CC=C1)OC1CCNCC1 2-allyl-6-(2-methyl-1,3-benzoxazol-5-ylamino)-1-[6-(4-piperidyloxy)-2-pyridyl]-1,2-dihydro-3H-1,2,5,7-tetraazainden-3-one